C[C@@H]1OC2(CN(C1=O)C)CCN(CC2)CC2=CC=C(C=C2)OC(F)(F)F (S)-2,4-dimethyl-9-(4-(trifluoromethoxy)benzyl)-1-oxa-4,9-diazaspiro[5.5]undecan-3-one